4-(3-fluoro-2-hydroxy-4-methylbenzyl)piperazine-1-carboxylic acid tert-butyl ester C(C)(C)(C)OC(=O)N1CCN(CC1)CC1=C(C(=C(C=C1)C)F)O